C(C)OC(=O)C=1C(=NC(=NC1)Cl)NC1CC(CCC1)O[Si](C1=CC=CC=C1)(C1=CC=CC=C1)C(C)(C)C.N1(CCCC1)CCC[Si](OCC)(OCC)OCC 3-(1-pyrrolidinyl)propyl-(triethoxy)silane Ethyl-4-((3-((tert-butyldiphenylsilyl)oxy)cyclohexyl)amino)-2-chloropyrimidine-5-carboxylate